COC=1C=C(C=CC1OC)C1=CC(=NC=2C3=C(NC(CC21)=O)C=CC=C3)C3=CC=C(OCC(=O)NCCOCCNC2=C1C(N(C(C1=CC=C2)=O)C2C(NC(CC2)=O)=O)=O)C=C3 2-(4-(4-(3,4-dimethoxyphenyl)-6-oxo-6,7-dihydro-5H-benzo[b]pyrido[2,3-d]azepin-2-yl)phenoxy)-N-(2-(2-((2-(2,6-dioxopiperidin-3-yl)-1,3-dioxoisoindolin-4-yl)amino)ethoxy)ethyl)acetamide